2,6-dimethoxycarbonylcyclohexyl-4-pyrone COC(=O)C1C(C(CCC1)C(=O)OC)C=1OC=CC(C1)=O